BrC1=CC2=C(N(N=C2C=C1)[C@H]1C=C(C(=O)O)O[C@H]([C@@H]1NC(C(C)C)=O)[C@H](O)[C@H](O)CO)C#N 2,6-Anhydro-4-(5-bromo-3-cyano-2H-indazol-2-yl)-3,4,5-trideoxy-5-isobutyramido-D-glycero-D-galacto-non-2-enonic acid